COC=1C=C(C=CC1OC)C(=O)C=1N=C(SC1)C1=CC=CC=C1 (3,4-Dimethoxyphenyl)(2-phenylthiazol-4-yl)-methanone